FC=1C=C(C#N)C=C(C1)F 3,5-difluorobenzonitrile